[N-](S(=O)(=O)C(F)(F)C(F)(F)F)S(=O)(=O)C(F)(F)C(F)(F)F.C(CCC)[N+]1(CCCC1)C 1-Butyl-1-methylpyrrolidinium bis(pentafluoroethylsulfonyl)imide